1-[(2R,4S,5R)-4-[(tert-butyldimethylsilyl)oxy]-5-{[(tert-butyldimethylsilyl)oxy]methyl}-5-(chloromethyl)oxolan-2-yl]-5-fluoro-3H-pyrimidine-2,4-dione [Si](C)(C)(C(C)(C)C)O[C@H]1C[C@@H](O[C@]1(CCl)CO[Si](C)(C)C(C)(C)C)N1C(NC(C(=C1)F)=O)=O